S(=O)(=O)(O)O.N[C@@H](CC(C)C)C(=O)O L-leucine hydrogensulfate